BrC1=CC=C2C(N(C3(C2=C1F)CC3)C)=O 6'-bromo-7'-fluoro-2'-Methylspiro[cyclopropane-1,1'-isoindoline]-3'-one